2-[(CYANOMETHYL)(2-OXOETHYL)AMINO]ACETONITRILE C(#N)CN(CC#N)CC=O